CC(C(=S)N)(C)C trimethyl-thioacetamide